C=1N=CN2C1C1=CC=CC=C1C2C2C1(CC1)CC2O 4-(5H-imidazo[5,1-a]isoindol-5-yl)spiro[2.3]hexan-5-ol